FCCCCCCCCC1C(CCCCCCCC(=O)O)O1 18-Fluoro-9,10-Epoxyoctadecanoic acid